(S)-6-(1-amino-1,3-dihydro-spiro[inden-2,4'-piperidin]-1'-yl)-3-(1-(3-(trifluoromethoxy)phenyl)vinyl)-1,5-dihydro-4H-pyrazolo[3,4-d]pyrimidin-4-one N[C@@H]1C2=CC=CC=C2CC12CCN(CC2)C=2NC(C1=C(N2)NN=C1C(=C)C1=CC(=CC=C1)OC(F)(F)F)=O